ClC=1C(=CC=C2N=CC(=NC12)C=1C=NN(C1)CC1CCN(CC1)C(C)C)OC=1C=CC2=C(N(C(=N2)C)COCC[Si](C)(C)C)C1 8-chloro-2-(1-((1-isopropylpiperidin-4-yl)methyl)-1H-pyrazol-4-yl)-7-((2-methyl-1-((2-(trimethylsilyl)ethoxy)methyl)-1H-benzo[d]imidazol-6-yl)oxy)quinoxaline